9-methyl-1,8-diazabicyclo(5.3.0)decene CC1NC2CCCC=CN2C1